N-[5-(5-Cyclopropyl-4H-1,2,4-triazol-3-yl)-4-fluoro-2-methylphenyl]-5-methylpyrazolo[1,5-a]pyridine-3-carboxamide C1(CC1)C=1NC(=NN1)C=1C(=CC(=C(C1)NC(=O)C=1C=NN2C1C=C(C=C2)C)C)F